6-(4-acetamidophenyl)-N-[2-methyl-5-[[2-[(2S)-2-methylpyrrolidin-1-yl]acetyl]amino]-3-pyridyl]triazolo[1,5-a]pyridine-3-carboxamide C(C)(=O)NC1=CC=C(C=C1)C=1C=CC=2N(C1)N=NC2C(=O)NC=2C(=NC=C(C2)NC(CN2[C@H](CCC2)C)=O)C